4-Methoxy-3-nitro-5-tetrahydrofuran-2-yl-pyrazolo[1,5-a]pyridine COC=1C=2N(C=CC1C1OCCC1)N=CC2[N+](=O)[O-]